CC=1C=C(C=CC1C)NC(OC1=CC=CC=C1)=O phenyl (3,4-dimethylphenyl)carbamate